BrC=1C=CC(=NC1)[C@@H](C(F)(F)F)N(C(=O)C1CCS(CC1)(=O)=O)C (S)-N-(1-(5-bromopyridin-2-yl)-2,2,2-trifluoroethyl)-N-methyltetrahydro-2H-thiopyran-4-carboxamide 1,1-dioxide